NC1=NC(=C(C=2N1C(N(N2)C[C@@H]2CN(CCO2)C)=O)C2=CC(=NC(=C2)C)C)C2=CC=CC=C2 (S)-5-amino-8-(2,6-dimethylpyridin-4-yl)-2-((4-methylmorpholin-2-yl)methyl)-7-phenyl-[1,2,4]triazolo[4,3-c]pyrimidin-3(2H)-one